COCCOC(=O)C1=C(NC2=C(C=NC(=C2C1C1=C(C=C(C=C1)C#N)OC)OCC)C)C 4-(4-cyano-2-methoxyphenyl)-5-ethoxy-2,8-dimethyl-1,4-dihydro-1,6-naphthyridine-3-carboxylic acid 2-methoxyethyl ester